S(=O)(=O)(O)C1=C(C=CC=C1)C=CC1=CC=C(C=C1)C1=CC=C(C=C1)C=CC1=C(C=CC=C1)S(=O)(=O)O 4,4'-bis[2-(2-sulfophenyl)ethenyl]biphenyl